FC=1C=C2CCC(N(C2=CC1)CC(=O)NC1=NN=C(N1)C1=NC=CC=C1)=O 2-(6-FLUORO-2-OXO-3,4-DIHYDROQUINOLIN-1(2H)-YL)-N-(5-(PYRIDIN-2-YL)-4H-1,2,4-TRIAZOL-3-YL)ACETAMIDE